FC1(CCN(CCC1)C=1N=NC(=CC1C(=O)NC1=CC(=NC=C1)S(N)(=O)=O)C(F)(F)F)F 3-(4,4-Difluoroazepan-1-yl)-N-(2-sulfamoylpyridin-4-yl)-6-(trifluoromethyl)pyridazine-4-carboxamide